3-((13S,15R,E)-3-chloro-17-(hydroxyimino)-13-methyl-7,8,9,11,12,13,14,15,16,17-decahydro-6H-cyclopenta[a]phenanthren-15-yl)-N-(2-oxo-1,2,5,6,7,8-hexahydroquinolin-3-yl)propanamide ClC=1C=CC=2C3CC[C@@]4(/C(/C[C@H](C4C3CCC2C1)CCC(=O)NC=1C(NC=2CCCCC2C1)=O)=N/O)C